4,7-dihydro-5H-spiro[1-benzothiophene-6,2-[1,3]dioxolane]-3-carbonitrile O1C2(OCC1)CC1=C(C(=CS1)C#N)CC2